2,5-bis(trifluoromethyl)benzenesulfonamide FC(C1=C(C=C(C=C1)C(F)(F)F)S(=O)(=O)N)(F)F